2-((1R,5S)-1,5-dimethyl-4-methylenecyclopent-2-en-1-yl)ethyl propionate C(CC)(=O)OCC[C@@]1(C=CC([C@@H]1C)=C)C